N-(2-(bis(4-methoxybenzyl)carbamoyl)pyridine-4-yl)-7-(4,4-difluoroazepan-1-yl)quinoline-6-carboxamide COC1=CC=C(CN(C(=O)C2=NC=CC(=C2)NC(=O)C=2C=C3C=CC=NC3=CC2N2CCC(CCC2)(F)F)CC2=CC=C(C=C2)OC)C=C1